C1=2C=C(C=CC2CC1)N(NC(=O)OC(C)(C)C)C(=O)OC(C)(C)C Di-tert-butyl 1-(bicyclo[4.2.0]oct-1(6),2,4-triene-3-yl)hydrazine-1,2-dicarboxylate